1-(4-(5-(difluoromethyl)-1,3,4-oxadiazole-2-yl)-2-fluorobenzyl)-3-(1-methylpiperidine-4-yl)-1,3-dihydro-2H-benzo[d]imidazole-2-one FC(C1=NN=C(O1)C1=CC(=C(CN2C(N(C3=C2C=CC=C3)C3CCN(CC3)C)=O)C=C1)F)F